methyl 2-methyl-1-(1-(oxetan-3-yl)ethyl)-1H-indole-3-carboxylate CC=1N(C2=CC=CC=C2C1C(=O)OC)C(C)C1COC1